ClC1=C(C=C(C=C1)F)C1NC(C2=C1C(=CC1=C(N(N=C21)C)CN(C)C)C2=C(C(=O)N)C=C(C=C2F)C(F)(F)F)=O (6-(2-chloro-5-fluorophenyl)-3-((dimethylamino)methyl)-2-methyl-8-oxo-2,6,7,8-tetrahydropyrrolo[3,4-g]indazol-5-yl)-3-fluoro-5-(trifluoromethyl)benzamide